(S)-10-bromo-9-chloro-7-hydroxy-3-((3-(trifluoromethyl)-5,6-dihydro-[1,2,4]triazolo[4,3-a]pyrazin-7(8H)-yl)methyl)-2H-[1,4]thiazino[2,3,4-ij]quinazolin-5(3H)-one BrC1=C(C=C2C(=NC(N3C2=C1SC[C@@H]3CN3CC=1N(CC3)C(=NN1)C(F)(F)F)=O)O)Cl